BrC1=CN=C(C(=N1)N)C#CC1CC2(CC2)C1 6-Bromo-3-(2-spiro[2.3]hexan-5-ylethynyl)pyrazin-2-amine